ClC=1C=C(C=C(C1)NS(=O)(=O)C)NC(=O)C1=CN(C(=C1)C1=NC=C(C=C1OCC=1C(=NC=C(C1)F)Cl)F)C N-(3-chloro-5-(methylsulfonamido)phenyl)-5-(3-((2-chloro-5-fluoropyridin-3-yl)methoxy)-5-fluoropyridin-2-yl)-1-methyl-1H-pyrrole-3-carboxamide